FC(C1=C(C=CC(=C1)C(F)(F)F)[C@H](C)N1N=CC(=C1)NC(=O)C=1SC(=NN1)C=1OC=CC1)(F)F (S)-N-(1-(1-(2,4-bis(trifluoromethyl)phenyl)ethyl)-1H-pyrazol-4-yl)-5-(furan-2-yl)-1,3,4-thiadiazole-2-carboxamide